C(C)NC1CCN(CC1)C1=C2C=CN=NC2=C(C=C1)C(=O)NC1=CC2=C(N=C(S2)C)C(=C1)F 5-[4-(ethylamino)piperidin-1-yl]-N-(4-fluoro-2-methyl-1,3-benzothiazol-6-yl)cinnoline-8-carboxamide